CC1=NOC(=C1C1=CC=C2C(=N1)NC=C2C2=NC(=NC=C2C(F)(F)F)N[C@@H]2[C@H](CCC2)N2CC(C2)O)C 1-[(1S,2S)-2-[[4-[6-(3,5-dimethylisoxazol-4-yl)-1H-pyrrolo[2,3-b]pyridin-3-yl]-5-(trifluoromethyl)pyrimidin-2-yl]amino]cyclopentyl]azetidin-3-ol